1-(11Z-eicosenoyl)-2-pentadecanoyl-glycero-3-phosphocholine CCCCCCCCCCCCCCC(=O)O[C@H](COC(=O)CCCCCCCCC/C=C\CCCCCCCC)COP(=O)([O-])OCC[N+](C)(C)C